C1(CC1)NC=1C=C(N=NC1S(=O)(=O)C1=CC=CC=C1)NC1C[C@@H]2[C@@H](CN(C2)CC2CCOCC2)C1 N5-cyclopropyl-6-(phenylsulfonyl)-N3-((3aR,5s,6aS)-2-((tetrahydro-2H-pyran-4-yl)methyl)octahydrocyclopenta[c]pyrrol-5-yl)pyridazine-3,5-diamine